4-(3-chloro-4-(pyridin-2-ylmethoxy)phenylamino-3-cyano-7-ethoxyquinolin-6-yl)-4-(dimethylamino)but-2-enamide ClC=1C=C(C=CC1OCC1=NC=CC=C1)NC1=NC2=CC(=C(C=C2C=C1C#N)C(C=CC(=O)N)N(C)C)OCC